S1C(=NC2=C1C=CC=C2)CN2CCN(CC2)C2=C(C(=O)OC)C=CC(=C2)OCC methyl 2-(4-(benzo[d]thiazol-2-ylmethyl) piperazin-1-yl)-4-ethoxybenzoate